tert-butyl (2R,5S)-4-(8-(chloromethyl)-3-methyl-2-oxo-9-propyl-3,9-dihydro-2H-purin-6-yl)-2,5-dimethylpiperazine-1-carboxylate ClCC=1N(C=2N(C(N=C(C2N1)N1C[C@H](N(C[C@@H]1C)C(=O)OC(C)(C)C)C)=O)C)CCC